benzyl 4-{5-[4-(dibutoxymethyl)piperidin-1-yl]pyrazin-2-yl}-3,6-dihydropyridine-1(2H)-carboxylate C(CCC)OC(C1CCN(CC1)C=1N=CC(=NC1)C=1CCN(CC1)C(=O)OCC1=CC=CC=C1)OCCCC